1-[2-(4-cyclopropyl-sulfonylpiperazin-1-yl)propyl]-4-methyl-5-[[2-[6-(2,2,2-trifluoroethyl)quinazolin-4-yl]-2,7-diazaspiro[3.5]nonan-7-yl]methyl]indole-2-carbonitrile C1(CC1)S(=O)(=O)N1CCN(CC1)C(CN1C(=CC2=C(C(=CC=C12)CN1CCC2(CN(C2)C2=NC=NC3=CC=C(C=C23)CC(F)(F)F)CC1)C)C#N)C